CC1(C2(C(CC1CC2)=O)C)C 7,7-dimethyl-2-oxo-bicyclo-[2.2.1]hept-1-ylmethan